CO[Si](CCC[N+](CCCCCCCCCCCCCCCCCC)(C)C)(OC)OC [3-(trimethoxysilyl)]propyl-(dimethyl)octadecylammonium